1-(2-fluoroethyl)-3-(4-fluorophenyl)-2,4-dioxo-1,2,3,4-tetrahydropyrimidine-5-carboxylic acid FCCN1C(N(C(C(=C1)C(=O)O)=O)C1=CC=C(C=C1)F)=O